3-((E)-styryl)phenol C(=C\C1=CC=CC=C1)/C=1C=C(C=CC1)O